ClC1=NC(=CC(=C1)C=1C(=NN2C1N=C(C=C2)NC(=O)N2CCNCC2)C2=CC(=CC=C2)C#N)C N-[3-(2-Chloro-6-methyl-4-pyridyl)-2-(3-cyanophenyl)pyrazolo[1,5-a]pyrimidin-5-yl]piperazine-1-carboxamide